Methyl 2-(1-{2-[(4-bromopyridin-2-yl)carbamoyl]ethyl}-4-methylpiperazin-2-yl)acetate BrC1=CC(=NC=C1)NC(=O)CCN1C(CN(CC1)C)CC(=O)OC